C1(=CC(=CC=C1)C1=NC=CC=C1C1=CC=2N(C=C1)C=NC2)C 7-(2-(m-Tolyl)pyridin-3-yl)imidazo[1,5-a]pyridine